CC1=C(C=C(C=C1)C(=O)NC2=CC(=CC(=C2)C(F)(F)F)N3C=C(N=C3)C)NC4=NC=CC(=N4)C5=CN=CC=C5 4-methyl-3-((4-(3-pyridinyl)-2-pyrimidinyl)amino)-N-(5-(4-methyl-1H-imidazol-1-yl)-3-(trifluoromethyl)phenyl)benzamide